C1(CC1)S(=O)(=O)NC1=CC(=NC=C1)C(=O)O 4-(cyclopropanesulfonamido)picolinic acid